COC1=C(OC2=CC=CC=C2C1=O)C1=CC=C(C=C1)OC 3,4'-dimethoxyflavone